5,5-dimethylmorpholine CC1(COCCN1)C